O=C1NC(CCC1N1C(C2=CC=C(C=C2C1=O)N1CC(C1)N1CCN(CC1)C1=CC=C(C=C1)N(C(C)=O)C1CCC(CC1)NC1=NC2=CC=CC=C2C=N1)=O)=O N-(4-(4-(1-(2-(2,6-dioxopiperidin-3-yl)-1,3-dioxoisoindolin-5-yl)azetidin-3-yl)piperazin-1-yl)phenyl)-N-((1r,4r)-4-(quinazolin-2-ylamino)cyclohexyl)acetamide